C(CC)OC([O-])=O.[NH+]=1CCCN2C1CCCCC2 2,3,4,6,7,8,9,10-octahydropyrimido[1,2-a]azepin-1-ium propyl-carbonate